NC=1N=C(SC1C(C1=CC=C(C=C1)OC(F)F)=O)N(C1=CC(=C(C=C1)F)F)[C@H](C(=O)N)C (S)-2-(N-[4-amino-5-[4-(difluoromethoxy)benzoyl]thiazol-2-yl]-3,4-difluoro-anilino)propionamide